O1CCC2=C1C=CC(=C2)C2(C(NC1=C(N=CC=C12)C(F)(F)F)=O)O 3-(2,3-Dihydrobenzofuran-5-yl)-3-hydroxy-7-(trifluoromethyl)-1,3-dihydro-2H-pyrrolo[2,3-c]pyridin-2-one